2-(3,4-dimethoxyphenyl)-N4-(2-(4-methylpiperazin-1-yl)ethyl)-N6-(pyridin-4-ylmethyl)-1,3,5-triazine-2,4,6-triamine COC=1C=C(C=CC1OC)C1(NC(=NC(=N1)NCCN1CCN(CC1)C)NCC1=CC=NC=C1)N